2-((2-(2-methoxyethoxy)ethoxy)propionyl)-L-lysine COCCOCCOCCC(=O)[C@](N)(CCCCN)C(=O)O